pyrrolo[2,1-b][1,3]oxazine-8-sulfonimidamide O1C=2N(C=CC1)C=CC2S(=O)(N)=N